NC1=CC=C(C=N1)C1=NC(=CC=C1)C(=O)NC=1C=C2C(=NC1C1CC1)N=C(O2)N2CCOCC2 6'-amino-N-(5-cyclopropyl-2-morpholinooxazolo[4,5-b]pyridin-6-yl)-[2,3'-bipyridine]-6-carboxamide